6-(2-fluoro-4-(2-methyl-2H-pyrazolo[3,4-b]pyridin-4-yl)benzyl)-6,7-dihydro-5H-pyrrolo[3,4-b]pyridin-5-one-7,7-d2 FC1=C(CN2C(C3=NC=CC=C3C2=O)([2H])[2H])C=CC(=C1)C=1C=2C(N=CC1)=NN(C2)C